O=C1NC(CCC1N1CC2=CC=C(C=C2C1=O)CNC(O[C@H]1COC[C@@H]1C)=O)=O (3R,4S)-4-methyloxolan-3-yl N-{[2-(2,6-dioxopiperidin-3-yl)-3-oxo-2,3-dihydro-1H-isoindol-5-yl]methyl}carbamate